Cl.N[C@@H](CC(=O)OC)C=1C=C(C=CC1)C1=C(C=CC(=C1)OCCCC=C)C Methyl (S)-3-amino-3-(2'-methyl-5'-(pent-4-en-1-yloxy)-[1,1'-biphenyl]-3-yl)propanoate hydrochloride